tert-butyl 2-[(3,5-dibromopyrazin-2-yl)-hydroxy-methyl]-3,3-dimethyl-pyrrolidine-1-carboxylate BrC=1C(=NC=C(N1)Br)C(C1N(CCC1(C)C)C(=O)OC(C)(C)C)O